CO\N=C/1\C(=C(CCC1)C)C1=CC=C2C=CC3=CC=CC4=CC=C1C2=C34 (E)-3-methyl-2-(pyren-1-yl)cyclohex-2-en-1-one-O-methyloxime